(R)-(1H-indol-2-yl)(2-methoxyphenyl)methylamine N1C(=CC2=CC=CC=C12)NCC1=C(C=CC=C1)OC